3-((6-chloro-1H-indol-3-yl)sulfonyl)aniline ClC1=CC=C2C(=CNC2=C1)S(=O)(=O)C=1C=C(N)C=CC1